N9-(3-(dimethylamino)propyl)-N3,N3,N6,N6-tetramethylacridine-3,6,9-triamine CN(CCCNC=1C2=CC=C(C=C2N=C2C=C(C=CC12)N(C)C)N(C)C)C